(propan-2-yl)amine hydrochloride Cl.CC(C)N